C(C)N1C[C@@H](CCC1)NC=1N=NC(=C(N1)C)C1=CC=C2C(=CNC2=C1)F N-[(3R)-1-ethyl-3-piperidinyl]-6-(3-fluoro-1H-indol-6-yl)-5-methyl-1,2,4-triazin-3-amine